N-(5-(cyclopropylethynyl)-1,3,4-thiadiazol-2-yl)-6-(2-(dimethylamino)-2-oxoethyl)-4-(2-methoxy-5-(trifluoromethyl)phenyl)nicotinamide C1(CC1)C#CC1=NN=C(S1)NC(C1=CN=C(C=C1C1=C(C=CC(=C1)C(F)(F)F)OC)CC(=O)N(C)C)=O